C[C@@H]1N(CCC1)CC1=CC2=NC=C(C=C2N1)N 2-[[(2S)-2-methylpyrrolidin-1-yl]methyl]-1H-pyrrolo[3,2-b]pyridin-6-amine